C1(CC1)OC[C@]12CN(C[C@H](CC1)N2)C(=O)OCC2=CC=CC=C2 benzyl (1R,5S)-1-[(cyclopropyloxy)methyl]-3,8-diazabicyclo[3.2.1]octane-3-carboxylate